2-{4-[5-chloro-2-(4-chloro-1H-1,2,3-triazol-1-yl)phenyl]-5-methoxy-2-oxopyridin-1(2H)-yl}-N-(2-methylquinoxalin-6-yl)butanamide ClC=1C=CC(=C(C1)C1=CC(N(C=C1OC)C(C(=O)NC=1C=C2N=CC(=NC2=CC1)C)CC)=O)N1N=NC(=C1)Cl